ClC1=CC(=C(C=C1)C(=C(C=1C=C2C=NN(C2=CC1)C1OCCCC1)C1=CC=C(C=C1)O)CC)F 4-(2-(4-chloro-2-fluorophenyl)-1-(1-(tetrahydro-2H-pyran-2-yl)-1H-indazol-5-yl)but-1-enyl)phenol